FC1=CC=C(CN2CCN(CC2)C(C(CCCOC2=CC=C(C=C2)F)(C)C)=O)C=C1 1-(4-(4-Fluorobenzyl)piperazin-1-yl)-5-(4-fluorophenoxy)-2,2-dimethylpentan-1-one